7-chloro-N,N-dimethylquinolin-4-amine ClC1=CC=C2C(=CC=NC2=C1)N(C)C